C1=CC(=C(C(=C1)O)O)C(=O)NCCCC[C@@H](CN)NC(=O)C2=C(C(=CC=C2)O)O The molecule is a member of the class of benzamides obtained by formal condensation of the 1- and 6-amino groups of hexane-1,2,6-triamine with the carboxy groups from two molecules of 2,3-dihydroxybenzoic acid followed by reduction of the amide carbonyl at position 5 to a hydroxy group. It has a role as a siderophore and a bacterial metabolite. It is a member of catechols and a member of benzamides. It derives from a 2,3-dihydroxybenzoic acid.